N,N'-di-[2-(benzenesulfonyloxy)-5-methyl-phenyl]urea C1(=CC=CC=C1)S(=O)(=O)OC1=C(C=C(C=C1)C)NC(=O)NC1=C(C=CC(=C1)C)OS(=O)(=O)C1=CC=CC=C1